C(CCCCCCCCCCCC)/C(/C(=O)[O-])=C/C(=O)[O-].C(CCCCCCCCCCCC)/C(/C(=O)[O-])=C/C(=O)[O-].C(CCC)[Sn+4]CCCC dibutyltin bis(tridecylmaleate)